2-chloro-N-(3-(2-cyanopropan-2-yl)-5-((4-(2-hydroxyethyl)piperazin-1-yl)methyl)phenyl)-4-methyl-5-((8-((1-methyl-1H-pyrazol-4-yl)amino)imidazo[1,2-a]pyridin-3-yl)ethynyl)benzamide ClC1=C(C(=O)NC2=CC(=CC(=C2)CN2CCN(CC2)CCO)C(C)(C)C#N)C=C(C(=C1)C)C#CC1=CN=C2N1C=CC=C2NC=2C=NN(C2)C